C(C)N(C)[Sn](N(CC)C)(N(CC)C)N(CC)C tetra(ethyl(methyl)amino)tin